7-((5-(4-hydroxypiperidin-1-yl)pyridin-2-yl)amino)-4-(5,6,7,8-tetrahydro-4H-pyrazolo[1,5-a]azepin-3-yl)isoindolin-1-one OC1CCN(CC1)C=1C=CC(=NC1)NC=1C=CC(=C2CNC(C12)=O)C=1C=NN2C1CCCCC2